2-formyl-8-benzyloxyquinoline C(=O)C1=NC2=C(C=CC=C2C=C1)OCC1=CC=CC=C1